C([C@@H]1[C@H]([C@H](C(O1)NC(=O)CNC=O)O)O)OP(=O)(O)O The molecule is a glycinamide ribonucleotide having a phosphate group at the 5-position and a formyl group on the glycine nitrogen. It is a conjugate acid of a N(2)-formyl-N(1)-(5-phospho-D-ribosyl)glycinamide(2-).